C1(CCCCC1)CO[C@@H]([C@@H](C(=O)N1CCOCC1)NC(=O)[C@@H]1CN(CC12CN(C2)C(=O)[C@@H]2C(C2)(C)C)C(=O)OC(C)(C)C)C tert-butyl (S)-8-(((2S,3R)-3-(cyclohexylmethoxy)-1-morpholino-1-oxobutan-2-yl)carbamoyl)-2-((S)-2,2-dimethylcyclopropane-1-carbonyl)-2,6-diazaspiro[3.4]octane-6-carboxylate